C(C=C)(=O)O.C1(CCCCCO1)=O caprolactone acrylate